N-allylcinnamamide C(C=C)NC(C=CC1=CC=CC=C1)=O